[Re]=S.[Ni] nickel rhenium sulfide